COC1=CC=C(C=C1)CN(C1=NC(=NC=2N1N=CC2C=2SC=CN2)N2CCN(CC2)C(=O)OCC2=CC=CC=C2)CC2=CC=C(C=C2)OC benzyl 4-[4-{bis[(4-methoxyphenyl)methyl]amino}-8-(1,3-thiazol-2-yl)pyrazolo[1,5-a][1,3,5]triazin-2-yl]piperazine-1-carboxylate